ClC1=C(OCC(=O)OC(C)P(=O)(OC)OC)C=CC(=C1)Cl 1-(dimethoxy-phosphoryl)ethyl (2,4-dichlorophenoxy)acetate